2-[(3R)-1-[(2R)-2-[[5-(4-fluoro-2,6-dimethyl-phenyl)-1,8-naphthyridin-2-yl]oxy]propanoyl]-3-piperidyl]acetic acid FC1=CC(=C(C(=C1)C)C1=C2C=CC(=NC2=NC=C1)O[C@@H](C(=O)N1C[C@H](CCC1)CC(=O)O)C)C